3-cyano-3-methylazetidine-1-carboxylic acid tert-butyl ester C(C)(C)(C)OC(=O)N1CC(C1)(C)C#N